FC=1C=C2C=CC=NC2=C(C1)NC(=O)C1=NC=C(N=C1)N1CCNC2(CC2)C1 N-(6-fluoroquinolin-8-yl)-5-(4,7-diazaspiro[2.5]octan-7-yl)pyrazine-2-carboxamide